6-bromopyrazolo[5,1-f][1,2,4]triazine-4(3H)-thione BrC1=NN2N=CNC(C2=C1)=S